4-(4-Chloro-3-fluorophenyl)cyclohexan-1-one ClC1=C(C=C(C=C1)C1CCC(CC1)=O)F